8-(1,3,4-oxadiazol-2-yl)-2-(perfluoroethyl)-4-(p-tolyl)imidazo[1,2-a][1,8]naphthyridine-9-carbaldehyde O1C(=NN=C1)C=1N=C2N(C=3N=C(C=C(C3C=C2)C2=CC=C(C=C2)C)C(C(F)(F)F)(F)F)C1C=O